COC(=O)C1=C(N=C(N1)C(CCO[Si](C)(C)C(C)(C)C)C1=CC=C(C=C1)[N+](=O)[O-])C1=CC=C(C=C1)OC1=CC=CC=C1 2-(3-((tert-butyldimethylsilyl)oxy)-1-(4-nitrophenyl)propyl)-4-(4-Phenoxyphenyl)-1H-imidazole-5-carboxylic acid methyl ester